CC=1C(CC[C@](C1C=CC(CO)CO)(CC1[C@H](O)[C@@H](O)[C@H](O)[C@H](O1)CO)C)=O (4s)-2,4-dimethyl-3-(4-hydroxy-3-hydroxymethyl-1-butenyl)-4-(D-glucopyranosyl)methyl-2-cyclohexen-1-one